C(#N)[C@H](C[C@H]1C(NCC1)=O)NC(=O)[C@@H]1[C@H]2C([C@H]2CN1C([C@H](C(C)(C)C)NCC(F)(F)F)=O)(C)C (1R,2S,5S)-N-[(1S)-1-cyano-2-[(3S)-2-oxopyrrolidin-3-yl]ethyl]-3-[(2S)-3,3-dimethyl-2-(2,2,2-trifluoroethylamino)butanoyl]-6,6-dimethyl-3-azabicyclo[3.1.0]hexane-2-carboxamide